2-(3-(10-(benzoxazol-2-yl)anthracen-9-yl)dibenzofuran-1-yl)benzoxazole O1C(=NC2=C1C=CC=C2)C2=C1C=CC=CC1=C(C1=CC=CC=C21)C=2C=C(C1=C(OC3=C1C=CC=C3)C2)C=2OC3=C(N2)C=CC=C3